6-((1S,4S)-2,5-diazabicyclo[2.2.1]heptan-2-yl)-N-(2,3-difluoro-4-(1-methylcyclopropoxy)phenyl)pyrido[3,2-d]pyrimidin-4-amine [C@@H]12N(C[C@@H](NC1)C2)C=2C=CC=1N=CN=C(C1N2)NC2=C(C(=C(C=C2)OC2(CC2)C)F)F